C1=C(C(=CC(=C1Br)Br)Br)C2=CC(=C(C=C2Br)Br)Br The molecule is a polybromobiphenyl that is biphenyl in which the hydrogens at positions 2, 2', 4, 4', 5, and 5' have been replace by bromines. It has a role as a flame retardant.